NC1=C(C(=O)NC)C=C(C(=C1C)C)C#N 2-amino-5-cyano-N,3-dimethylmethylbenzamide